(S)-(((3-(((bis(benzyloxy)phosphoryl) oxy)methyl)pyridin-2-yl)(methyl)carbamoyl)oxy)methyl 3-(4-(diisobutylamino)-3-(3-(p-tolyl)ureido)phenyl)pentanoate C(C(C)C)N(C1=C(C=C(C=C1)[C@H](CC(=O)OCOC(N(C)C1=NC=CC=C1COP(=O)(OCC1=CC=CC=C1)OCC1=CC=CC=C1)=O)CC)NC(=O)NC1=CC=C(C=C1)C)CC(C)C